CC1=C2C3=C(C=C(C=C3OS(=O)(=O)O2)O)OC1=O methylumbelliferone sulfate